BrC=1C=NN(C1C1=CC=CC=C1)C1=C(C=CC=C1)F 4-bromo-1-(2-fluorophenyl)-5-phenyl-1H-pyrazole